2-(2',4',6'-tris(10-methylphenazin-5(10H)-yl)-5'-phenyl-[1,1':3',1''-terphenyl]-4-yl)benzo[d]thiazole CN1C2=CC=CC=C2N(C=2C=CC=CC12)C1=C(C(=C(C(=C1C1=CC=CC=C1)N1C=2C=CC=CC2N(C2=CC=CC=C12)C)C1=CC=CC=C1)N1C=2C=CC=CC2N(C2=CC=CC=C12)C)C1=CC=C(C=C1)C=1SC2=C(N1)C=CC=C2